C(=O)O.N[C@H]1CN(CCC1)C1=CC=CN2C(=C(C=C12)C1=CC=C(C#N)C=C1)C1=CC=C(C=C1)C (R)-4-(8-(3-aminopiperidin-1-yl)-3-(p-tolyl)indolizin-2-yl)benzonitrile formate